C(C1=CC=CC=C1)OC(=O)NCCC1=CC(=C(C=C1)N1C[C@@H](CC1)N(C(OC(C)(C)C)=O)C)Cl tert-butyl (R)-(1-(4-(2-(((benzyloxy)carbonyl)amino)ethyl)-2-chlorophenyl)pyrrolidin-3-yl)(methyl)carbamate